4-{4-[1-(9-fluorenylmethoxycarbonylamino)ethyl]2-methoxy-5-nitrophenoxy}butyric acid C1=CC=CC=2C3=CC=CC=C3C(C12)COC(=O)NC(C)C1=CC(=C(OCCCC(=O)O)C=C1[N+](=O)[O-])OC